methyl 3-(1-(4-chloro-3-fluorophenyl)-N,3,3-trimethyl-2,3-dihydro-1H-pyrrolo[3,2-b]pyridine-5-carboxamido)butanoate ClC1=C(C=C(C=C1)N1CC(C2=NC(=CC=C21)C(=O)N(C)C(CC(=O)OC)C)(C)C)F